1-(4-chlorophenyl)-N-(4-(2-(((1r,4r)-4-(dimethylamino)cyclohexyl)amino)-8-isopropyl-7-oxo-7,8-dihydropyrido[2,3-d]-pyrimidin-6-yl)-2,6-difluorophenyl)-methanesulfonamide ClC1=CC=C(C=C1)CS(=O)(=O)NC1=C(C=C(C=C1F)C1=CC2=C(N=C(N=C2)NC2CCC(CC2)N(C)C)N(C1=O)C(C)C)F